FC(OC1=CC=C(C=C1)NC1=NC=NC(=C1F)N)F N-[4-(difluoromethoxy)phenyl]5-Fluoropyrimidine-4,6-diamine